CS(=O)(=O)C1=C(C=CC=C1)C1=CSC2=C1N=C(N=C2)NC2=C(C=C(C=C2)C2CCNCC2)OC 7-(2-Methylsulfonylphenyl)-N-[2-methoxy-4-(piperidin-4-yl)phenyl]thieno[3,2-d]pyrimidine-2-amine